3-ethyl-1-(tetrahydro-2H-pyran-4-yl)-1H-pyrazole-5-carboxylic acid ethyl ester C(C)OC(=O)C1=CC(=NN1C1CCOCC1)CC